tert-Butyl 1-(((6-chloropyridazin-3-yl)(methyl)amino)methyl)-6-azaspiro[2.5]octane-6-carboxylate ClC1=CC=C(N=N1)N(C)CC1CC12CCN(CC2)C(=O)OC(C)(C)C